(R)-N-((R)-1-(naphthalen-1-yl)ethyl)chroman-2-carboxamide C1(=CC=CC2=CC=CC=C12)[C@@H](C)NC(=O)[C@@H]1OC2=CC=CC=C2CC1